O=C1N(C(=NC2=CC=CC(=C12)SCCCCCCCN[C@@H]1[C@@]2(CC[C@H](C1)C2(C)C)C)C(F)(F)F)C2C(NC(CC2)=O)=O 3-(4-oxo-2-(trifluoromethyl)-5-((7-(((1R,2S,4R)-1,7,7-trimethylbicyclo[2.2.1]heptan-2-yl)amino)heptyl)thio)quinazolin-3(4H)-yl)piperidine-2,6-dione